C(C1=CC=CC=C1)(=O)NC(N(C=1N=CNC1C(N)=O)CC1=C(C=CC=C1)C1N(CCC(C1)(F)F)C(=O)OCC1=CC=CC=C1)=S benzyl 2-(2-((3-benzoyl-1-(5-carbamoyl-1H-imidazol-4-yl) thioureido) methyl) phenyl)-4,4-difluoropiperidine-1-carboxylate